C1(=CC=CC=C1)C=1C=C2C=NN(C2=C(C1)C(=O)OC)CC1=CC(=CC=C1)C(F)(F)F methyl 5-phenyl-1-(3-(trifluoromethyl) benzyl)-1H-indazole-7-carboxylate